[1,3]Dioxol-6(5aH)-one C[C@@H]1OC[C@@H]2[C@@H](O1)[C@@H]([C@H]([C@@H](O2)O[C@H]3[C@H]4COC(=O)[C@@H]4[C@@H](C5=CC6=C(C=C35)OCO6)C7=CC(=C(C(=C7)OC)O)OC)O)O